rac-[2-(2,3-dihexadecyloxypropyl-oxysuccinyloxy)ethyl]-trimethylammonium C(CCCCCCCCCCCCCCC)O[C@@H](COC(CCC(=O)OCC[N+](C)(C)C)=O)COCCCCCCCCCCCCCCCC |r|